(R)-2-((1-(2-cyano-3-(1,1-dioxido-thiomorpholino)-7-methylquinoxalin-5-yl)ethyl)amino)benzoic acid C(#N)C1=NC2=CC(=CC(=C2N=C1N1CCS(CC1)(=O)=O)[C@@H](C)NC1=C(C(=O)O)C=CC=C1)C